(4-cyclohexylphenyl)-2-(3,4-dimethyl-2-pyridyl)-3-[3-(fluoromethyl)azetidine-1-carbonyl]-4H-pyrazolo[1,5-a]pyrimidin-7-one C1(CCCCC1)C1=CC=C(C=C1)N1C=2N(C(C=C1)=O)N=C(C2C(=O)N2CC(C2)CF)C2=NC=CC(=C2C)C